2-[[4-[6-[(5-cyanothiazol-2-yl)methoxy]-2-pyridyl]-2,5-difluoro-phenyl]methyl]-7-fluoro-3-[[(2S)-oxetan-2-yl]methyl]benzimidazole-5-carboxylic acid C(#N)C1=CN=C(S1)COC1=CC=CC(=N1)C1=CC(=C(C=C1F)CC=1N(C2=C(N1)C(=CC(=C2)C(=O)O)F)C[C@H]2OCC2)F